8-oxa-5-azaspiro[3.5]nonane hydrochloride Cl.C1CCC12NCCOC2